N-((1r,4r)-4-((2'-(benzyloxy)-3',6-difluoro-[1,1'-biphenyl]-3-yl)methyl)-4-(4-(chloromethyl)oxazol-2-yl)cyclohexyl)methanesulfonamide C(C1=CC=CC=C1)OC1=C(C=CC=C1F)C1=CC(=CC=C1F)CC1(CCC(CC1)NS(=O)(=O)C)C=1OC=C(N1)CCl